[Na+].OC(C)(P([O-])(=O)[O-])P([O-])(=O)[O-].[Na+].[Na+].[Na+] 1-hydroxyethane-1,1-diphosphonic acid, sodium salt